2-([1,1':3',1'':4'',1'''-quaterphenyl]-5'-yl)-4,4,5,5-tetramethyl-1,3,2-dioxaborolane C1(=CC=CC=C1)C1=CC(=CC(=C1)B1OC(C(O1)(C)C)(C)C)C1=CC=C(C=C1)C1=CC=CC=C1